2-(4-(2-(4-chloro-1H-1,2,3-triazol-1-yl)-5-methylphenyl)-2,5-dioxopiperazin-1-yl)-N-(2-methyl-2H-indazol-5-yl)-3-phenylpropanamide ClC=1N=NN(C1)C1=C(C=C(C=C1)C)N1CC(N(CC1=O)C(C(=O)NC1=CC2=CN(N=C2C=C1)C)CC1=CC=CC=C1)=O